OC1=C(C=C(C=C1)OC(CC)=O)OC.C(CC)OC1=CC=C(C(C(=O)O)O)C=C1 4-propoxymandelic acid 4-hydroxy-3-methoxyphenylpropanoate